1-(2-Fluoro-4-(4,4,5,5-tetramethyl-1,3,2-dioxaborolan-2-yl)phenyl)-3-(4-((1-methylpiperidin-4-yl)oxy)-3-(trifluoromethyl)phenyl)urea FC1=C(C=CC(=C1)B1OC(C(O1)(C)C)(C)C)NC(=O)NC1=CC(=C(C=C1)OC1CCN(CC1)C)C(F)(F)F